2-methoxy-1,2,3,5,6,7-hexahydro-s-indacen-4-amine COC1CC=2C=C3CCCC3=C(C2C1)N